F[Si](CCl)(F)F trifluorochloromethylsilane